Cl.FC1=C(C=C(CN2N=CC(=C2)CN)C=C1)OC (1-(4-fluoro-3-methoxybenzyl)-1H-pyrazol-4-yl)methylamine hydrochloride